4-nitrophenyl phosphate P(=O)(OC1=CC=C(C=C1)[N+](=O)[O-])([O-])[O-]